N(=[N+]=[N-])C=1C=C2N=CC=NC2=CC1 6-azidoquinoxaline